5-([1,1'-biphenyl]-4-yl)-3,6-dihydro-7H-[1,2,3]triazolo[4,5-d]pyrimidin-7-one C1(=CC=C(C=C1)C=1NC(C2=C(N1)NN=N2)=O)C2=CC=CC=C2